N[C@H](C(=O)N1[C@H]2C[C@H]2C[C@H]1C#N)C12CC3(CC(C[C@@H](C1)C3)C2)OCCN2CCC(CC2)NC(=O)C2=CC(NC=C2)=O N-(1-(2-(((1R,3S,5S)-3-((S)-1-amino-2-((1S,3S,5S)-3-cyano-2-azabicyclo[3.1.0]hexan-2-yl)-2-oxoethyl)adamantan-1-yl)oxy)ethyl)piperidin-4-yl)-2-oxo-1,2-dihydropyridine-4-carboxamide